(E)-3-(2-Isocyanovinyl)-1-methyl-indole [N+](#[C-])/C=C/C1=CN(C2=CC=CC=C12)C